FC=1C=C(C=C(C1)F)[C@@H](C)NC=1C=C2C(=NNC2=CC1)\C=C\C1=CC=CC=C1 (R,E)-N-(1-(3,5-difluorophenyl)ethyl)-3-styryl-1H-indazol-5-amine